C(C)C1(OC2=CC=C(C=C2[C@@H](C1)N1C(NC(CC1=O)(C)C)=N)C(=O)N[C@H]1C(CC2=CC=CC=C12)(C)O)CC (4R)-2,2-diethyl-N-((1R)-2-hydroxy-2-methyl-2,3-dihydro-1H-inden-1-yl)-4-(2-imino-4,4-dimethyl-6-oxotetrahydropyrimidin-1(2H)-yl)chromane-6-carboxamide